FC1(CC(C1)(C)NC(C(=O)C1=C(C(=C(N1C)C)C(=O)NC1=CC(=C(C=C1)F)C)C)=O)F 5-(2-((3,3-difluoro-1-methylcyclobutyl)amino)-2-oxoacetyl)-N-(4-fluoro-3-methylphenyl)-1,2,4-trimethyl-1H-pyrrole-3-carboxamide